(3-((2-tosylhydrazono) methyl)bicyclo[1.1.1]pentan-1-yl)carbamate S(=O)(=O)(C1=CC=C(C)C=C1)NN=CC12CC(C1)(C2)NC([O-])=O